C(N)(=O)C(COC)[C@@H]1C[C@@H](N(C1)C(=O)OC(C)(C)C)C1=C(C(=CC=C1OCOC)Cl)Cl tert-butyl (2R,4S)-4-(1-carbamoyl-2-methoxyethyl)-2-[2,3-dichloro-6-(methoxymethoxy)phenyl]pyrrolidine-1-carboxylate